Cl.FC(CC=1CNCC1)(F)F 3-(trifluoroethyl)-2,5-dihydro-1H-pyrrole hydrochloride